N-(3-aminopropyl)-3-aminopropanol NCCCNCCCO